2-(4-(aminomethyl)-3-chlorophenyl)-N-(3-(piperidin-1-yl)propyl)benzo[d]imidazo[2,1-b]thiazole-7-carboxamide NCC1=C(C=C(C=C1)C=1N=C2SC3=C(N2C1)C=CC(=C3)C(=O)NCCCN3CCCCC3)Cl